C[C@H](CCC[C@H](C)C(=O)SCCNC(=O)CCNC(=O)[C@@H](C(C)(C)COP(=O)([O-])OP(=O)([O-])OC[C@@H]1[C@H]([C@H]([C@@H](O1)N2C=NC3=C(N=CN=C32)N)O)OP(=O)([O-])[O-])O)[C@H]4CC[C@@H]5[C@@]4(CC[C@H]6[C@H]5CC=C7[C@@]6(CC[C@@H](C7)O)C)C The molecule is an acyl-CoA oxoanion resulting from the removal of all four protons from the phosphate groups of (25S)-3beta-hydroxy-5-cholesten-26-oyl-CoA; major species at pH 7.3. It is a conjugate base of a (25S)-3beta-hydroxy-5-cholesten-26-oyl-CoA.